tribenzene phosphite P(O)(O)O.C1=CC=CC=C1.C1=CC=CC=C1.C1=CC=CC=C1